Tert-butyl N-[(1r,4r)-4-{[3-(4-{2-[ethyl(isopropyl)carbamoyl]-4-fluorophenyl}-1-methyl-1H-indazol-6-yl)-3-hydroxyazetidin-1-yl]methyl}cyclohexyl]carbamate C(C)N(C(=O)C1=C(C=CC(=C1)F)C1=C2C=NN(C2=CC(=C1)C1(CN(C1)CC1CCC(CC1)NC(OC(C)(C)C)=O)O)C)C(C)C